2-(tert-butoxycarbonyl)-N6-((2-chloroethoxy)carbonyl)-L-lysine tert-butyl ester C(C)(C)(C)OC(C(N)(CCCCNC(=O)OCCCl)C(=O)OC(C)(C)C)=O